((3S,4S)-8-(5-((2-amino-3-chloropyridin-4-yl)thio)-3-chloropyrazin-2-yl)-3-methyl-2-oxa-8-azaspiro[4.5]dec-4-yl)carbamic acid tert-butyl ester C(C)(C)(C)OC(N[C@@H]1[C@@H](OCC12CCN(CC2)C2=NC=C(N=C2Cl)SC2=C(C(=NC=C2)N)Cl)C)=O